C(C1=CC=CC=C1)[C@H]1[C@H]2[C@]3(NC([C@@H]1C[C@H]3CN2CCC(C)C)=O)C(=O)NCC(C)C |o1:7,8,9,12,14| (3S*,3aS*,6R*,7R*,7aS*)-7-benzyl-N-isobutyl-1-isopentyl-5-oxooctahydro-3aH-3,6-methanopyrrolo[3,2-b]pyridine-3a-carboxamide